1-{[1-(4-chloro-3-fluorophenyl)-3-methyl-1H-1,2,4-triazol-5-yl]methyl}-3-{[1-(quinolin-3-yl)-1H-1,2,4-triazol-5-yl]methyl}urea ClC1=C(C=C(C=C1)N1N=C(N=C1CNC(=O)NCC1=NC=NN1C=1C=NC2=CC=CC=C2C1)C)F